trans-7-isopropoxy-2-((1s,4r)-1-methyl-2-oxabicyclo[2.2.1]hept-4-yl)-N-(1-(2-methylcyclopropyl)-2-oxo-1,2-dihydropyridin-3-yl)imidazo[1,2-a]pyridine-6-carboxamide C(C)(C)OC1=CC=2N(C=C1C(=O)NC=1C(N(C=CC1)[C@H]1[C@@H](C1)C)=O)C=C(N2)[C@@]21CO[C@@](CC2)(C1)C